FC1=CC=C(CN2C(=NC=3N(C(N(C(C23)=O)CCCO)=O)C)OC(C)C)C=C1 7-(4-fluorobenzyl)-1-(3-hydroxypropyl)-8-isopropoxy-3-methyl-1H-purine-2,6(3H,7H)-dione